C(CC)(=O)OC1=C2C(=CNC2=CC=C1)CCN(CCC)CCC 3-(2-(dipropylamino) ethyl)-1H-indol-4-yl propionate